C(C)(C)(C)C1=CC=2C(=NC=C(N2)[C@@H]2CCC[C@H]([C@@H](N2)CO)CC(C)C)O1 [(2R,3S,7S)-7-(6-tert-butylfuro[2,3-b]pyrazin-2-yl)-3-isobutyl-azepan-2-yl]methanol